rac-5-{2-[(2R,5S)-5-Methyl-2-(2-methylquinolin-6-yl)piperidin-1-yl]-2-oxoacetamido}pyridine-3-carboxamide C[C@H]1CC[C@@H](N(C1)C(C(=O)NC=1C=C(C=NC1)C(=O)N)=O)C=1C=C2C=CC(=NC2=CC1)C |r|